FC1=CC=C(COC(NS(=O)(=O)C=2SC(=CC2C2=CC(=C(C=C2)CN2C(=NC=C2)CC)F)CC(C)C)=O)C=C1 (3-(4-((2-ethyl-1H-imidazol-1-yl)methyl)-3-fluorophenyl)-5-isobutylthiophene-2-yl)sulfonyl-carbamic acid 4-fluorobenzyl ester